ClC1=CC=C(N=N1)N1CCC(CC1)NC(C1=CC=C(C=C1)C1=NC=CC2=C1C=CO2)=O N-[1-(6-chloropyridazin-3-yl)piperidin-4-yl]-4-(furo[3,2-c]pyridin-4-yl)benzamide